2-methyladamantan-2-yl butyrate C(CCC)(=O)OC1(C2CC3CC(CC1C3)C2)C